N-(S)-Indan-1-yl-3-[3-(4-trifluoromethoxy-benzyl)-3H-imidazo[4,5-b]pyridin-2-yl]-propionamide C1(CCC2=CC=CC=C12)NC(CCC1=NC=2C(=NC=CC2)N1CC1=CC=C(C=C1)OC(F)(F)F)=O